F[Sb-](F)(F)(F)(F)F.COS(=O)(=O)C1=C(C=CC=C1)[S+](C)C1=C(C=CC=C1)S(=O)(=O)OC di-(methoxysulfonylphenyl)-methylsulfonium hexafluoroantimonate